(1s,3s)-N-(5-isobutyl-4-methylthiophene-2-yl)-3-((7-(5-methyl-1,2,4-oxadiazol-3-yl)isoquinolin-1-yl)amino)cyclobutane-1-carboxamide C(C(C)C)C1=C(C=C(S1)NC(=O)C1CC(C1)NC1=NC=CC2=CC=C(C=C12)C1=NOC(=N1)C)C